trans-rac-(2,2-dichloro-3-(diethoxymethyl)cyclopropyl)benzene ClC1([C@H]([C@@H]1C(OCC)OCC)C1=CC=CC=C1)Cl |r|